N-(p-toluenesulfonyl)-Phenylalanine benzyl ester C(C1=CC=CC=C1)OC([C@@H](NS(=O)(=O)C1=CC=C(C)C=C1)CC1=CC=CC=C1)=O